3-(4-(3-(1H-Pyrazol-4-yl)pyrrolidin-1-yl)pyrimidin-2-yl)-6-(trifluoromethyl)imidazo[1,2-a]pyrazine N1N=CC(=C1)C1CN(CC1)C1=NC(=NC=C1)C1=CN=C2N1C=C(N=C2)C(F)(F)F